N1(N=NN=C1)C[C@H](C)OC=1C=C(C=CC1Cl)C=1C=NC(=NC1)NC=1C(=NN(C1)C1CCC(CC1)N1CCOCC1)OCCCOCCOCCOC 5-(3-(((S)-1-(1H-tetrazol-1-yl)propan-2-yl)oxy)-4-chlorophenyl)-N-(3-(3-(2-(2-methoxyethoxy)ethoxy)propoxy)-1-((1r,4r)-4-morpholinocyclohexyl)-1H-pyrazol-4-yl)pyrimidin-2-amine